N1=CC(=CC=C1)/C=C/C(=O)NCCCCC1CCN(CC1)C(=O)C1=CC=C(C=C1)N1CCN(CC1)C(=O)OC(C)(C)C Tert-butyl (E)-4-(4-(4-(4-(3-(pyridin-3-yl)acrylamido)butyl)piperidine-1-carbonyl)phenyl)piperazine-1-carboxylate